1-(2-bromophenyl)pyrrolidine BrC1=C(C=CC=C1)N1CCCC1